C(CCCC=C)OCC1=CC=CC=C1 ((5-hexenyloxy)methyl)benzene